N,N'-(4-methyl-m-phenylene)-bismaleimide CC1=C(C=C(C=C1)N1C(C=CC1=O)=O)N1C(C=CC1=O)=O